2-amino-4-oxo-5-(o-tolyl)-4,5-dihydrofuran-3-yl-5-d phenylmethanesulfonate C1(=CC=CC=C1)CS(=O)(=O)OC1=C(OC(C1=O)([2H])C1=C(C=CC=C1)C)N